COC(CC)C1=C(N)C=C(C=C1)C 2-(1-methoxypropyl)-5-methylaniline